ClC1=C(C=CC=C1Cl)N1C2CN(CC1CC2)CC=2C=C1CN(C(C1=CC2)=O)C2C(NC(CC2)=O)=O 3-(5-((8-(2,3-dichlorophenyl)-3,8-diazabicyclo[3.2.1]octan-3-yl)methyl)-1-oxoisoindolin-2-yl)piperidine-2,6-dione